CC=1C=C2C=3CCCC(C3NC2=CC1)N 6-methyl-2,3,4,9-tetrahydro-1H-carbazol-1-amine